3-chloro-4-(4-(4-chlorobenzo[d]isoxazol-3-yl)piperazin-1-yl)benzoic acid ClC=1C=C(C(=O)O)C=CC1N1CCN(CC1)C1=NOC2=C1C(=CC=C2)Cl